9-(4-fluorophenyl)-2-(2-morpholinylpyrimidin-5-yl)-6,7,8,9-tetrahydrobenzo[4,5]imidazo[1,2-a]pyridin-9-ol FC1=CC=C(C=C1)C1(CCCC=2N=C3N(C=C(C=C3)C=3C=NC(=NC3)N3CCOCC3)C21)O